(R)-3-((3-(4-Aminopyrido[3,2-d]pyrimidin-6-yl-2-d)-4-methoxyphenyl)ethynyl)-3-hydroxy-1-methylpyrrolidin-2-one NC=1C2=C(N=C(N1)[2H])C=CC(=N2)C=2C=C(C=CC2OC)C#C[C@]2(C(N(CC2)C)=O)O